ClC1=C(C=C(C=C1)C1=NN(C(=C1C1CCC1)NC(=O)C1CC(C1)(F)F)C)F N-(3-(4-chloro-3-fluorophenyl)-4-cyclobutyl-1-methyl-1H-pyrazol-5-yl)-3,3-difluorocyclobutane-1-carboxamide